methyl 2-[tert-butoxycarbonyl(methyl)amino]acetate C(C)(C)(C)OC(=O)N(CC(=O)OC)C